(E)-3-([2,4']Bipyridinyl-4-ylcarbamoyl)-acrylic acid ethyl ester C(C)OC(\C=C\C(NC1=CC(=NC=C1)C1=CC=NC=C1)=O)=O